N-cyclopropyl-2-(difluoromethoxy)-6-methoxy-4-[7-(2-methoxy-2-methyl-propoxy)imidazo[1,2-a]pyridin-3-yl]benzamide C1(CC1)NC(C1=C(C=C(C=C1OC)C1=CN=C2N1C=CC(=C2)OCC(C)(C)OC)OC(F)F)=O